BrC=1C=C(C=CC1OC)S(=O)(=O)N1CCC2(C[C@H](CO2)N(C(OC(C)(C)C)=O)C[C@@H](COC2=CC(=CC=C2)S(=O)(=O)C2(CC2)CO)O)CC1 tert-butyl ((R)-8-((3-bromo-4-methoxyphenyl)sulfonyl)-1-oxa-8-azaspiro[4.5]decan-3-yl)((S)-2-hydroxy-3-(3-((1-(hydroxymethyl)cyclopropyl)sulfonyl)phenoxy)propyl)carbamate